C(C)(C)(C)OC(=O)N1CC2(C1)OCCN(C2)C2=NC(=NC=C2)C2=CN=C1N2C=C(C=C1)C(F)(F)F 8-(2-(6-(trifluoromethyl)imidazo[1,2-a]pyridin-3-yl)pyrimidin-4-yl)-5-oxa-2,8-diazaspiro[3.5]nonane-2-carboxylic acid tert-butyl ester